tert-butyl 4-(6-benzyl-4-cyano-3-(2,6-dimethylmorpholino)-5,6,7,8-tetrahydro-2,6-naphthyridin-1-yl)piperazine-1-carboxylate C(C1=CC=CC=C1)N1CC=2C(=C(N=C(C2CC1)N1CCN(CC1)C(=O)OC(C)(C)C)N1CC(OC(C1)C)C)C#N